Cl.FC1=CC(=CC2=C1N=C(S2)C=2CCNCC2)C=2C=C(C=1N(N2)C=C(N1)C)C 6-[4-fluoro-2-(1,2,3,6-tetrahydropyridin-4-yl)-1,3-benzothiazol-6-yl]-2,8-dimethylimidazo[1,2-b]pyridazine hydrochloride